(1R,2R)-N-((1s,4S)-1-Allyl-4-(8-bromo-3-(methyl-d3)-2-oxo-6-(phenylsulfonyl)-3,6-dihydroimidazo[4,5-d]pyrrolo[2,3-b]pyridin-1(2H)-yl)cyclohexyl)-2-fluorocyclopropane-1-carboxamide C(C=C)C1(CCC(CC1)N1C(N(C=2C1=C1C(=NC2)N(C=C1Br)S(=O)(=O)C1=CC=CC=C1)C([2H])([2H])[2H])=O)NC(=O)[C@@H]1[C@@H](C1)F